(3S*,3aR*,6S*,7R*,7aR*)-N-(pyridin-4-yl)methyl-1,7-diisobutyl-4-oxooctahydro-6H-3,6-methanopyrrolo[3,2-c]pyridine-6-carboxamide N1=CC=C(C=C1)CNC(=O)[C@]12[C@@H]([C@@H]3[C@H](C(N1)=O)[C@@H](CN3CC(C)C)C2)CC(C)C |o1:10,11,12,13,17|